ClC(C(C)O)(Cl)O dichloropropylene alcohol